(1R,5S)-3-(7-(3-amino-2-cyano-6-iodo-5-methylphenyl)-8-fluoro-2-(methylsulfanyl)pyrido[4,3-d]pyrimidin-4-yl)-3,8-diazabicyclo[3.2.1]octane-8-carboxylic acid tert-butyl ester C(C)(C)(C)OC(=O)N1[C@H]2CN(C[C@@H]1CC2)C=2C1=C(N=C(N2)SC)C(=C(N=C1)C1=C(C(=CC(=C1I)C)N)C#N)F